4-Phenyl-1,3-Dioxolane C1(=CC=CC=C1)C1OCOC1